3-hydroxy-N-methyl-1,2-oxazole-5-carboxamide OC1=NOC(=C1)C(=O)NC